O[C@@H]1[C@H](O)[C@@H](O)CO1 β-L-threofuranose